3-pyrroline-1-carboxylic acid octadecyl ester C(CCCCCCCCCCCCCCCCC)OC(=O)N1CC=CC1